sodium oxalate C(C(=O)[O-])(=O)[O-].[Na+].[Na+]